FC1=C(C=CC(=C1)OC1CCN(CC1)C)C=1C=C2C(=CC=NC2=CC1)NC=1C=CC2=C(N=CS2)C1 N-(6-(2-fluoro-4-((1-methylpiperidin-4-yl)oxy)phenyl)quinolin-4-yl)benzo[d]thiazol-5-amine